P(O)(=O)(OP(=O)(O)OP(=O)(O)O)OC[C@@H]1[C@H]([C@H]([C@@H](O1)N1C(=O)N=C(N)C(=C1)I)O)O.C1N(CCC2=CC=CC=C12)C[C@H](CN1CCOC2=C(C1)C=CC(=C2)OCC2=CC=NC=C2)O 4-[(2R)-3-(3,4-dihydro-1H-isoquinolin-2-yl)-2-hydroxy-propyl]-8-(4-pyridylmethoxy)-2,3-dihydro-1,4-benzoxazepine 5-iodocytidine-5'-triphosphate